tert-Butyl (Z)-benzylidenecarbamate C(/C1=CC=CC=C1)=N/C(OC(C)(C)C)=O